O=C1NC(CCC1NC1=CC(=C(C=C1)N1CCC(CC1)(C(=O)OCC1=CC=CC=C1)O)F)=O Benzyl 1-[4-[[2,6-dioxo-3-piperidyl]amino]-2-fluoro-phenyl]-4-hydroxy-piperidine-4-carboxylate